2-([1,1'-biphenyl]-4-yl)-2-(3,5-di-tert-butyl-4-hydroxyphenyl)-1-(3-methoxyphenyl)ethan-1-one C1(=CC=C(C=C1)C(C(=O)C1=CC(=CC=C1)OC)C1=CC(=C(C(=C1)C(C)(C)C)O)C(C)(C)C)C1=CC=CC=C1